F[C@@H]1C(NC(C[C@@H]1N1CCC2=C1N=NC(=C2)C=2C(=CC=1C(=NN(N1)C)C2)O)(C)C)(C)C 6-{7-[(3S,4S)-3-fluoro-2,2,6,6-tetramethylpiperidin-4-yl]-6,7-dihydro-5H-pyrrolo[2,3-c]pyridazin-3-yl}-2-methyl-2H-benzotriazol-5-ol